N-(5-chloro-1,8-naphthyridin-3-yl)-1-(1-oxo-1,2-dihydroisoquinolin-5-yl)-5-trifluoromethyl-1H-pyrazole-4-carboxamide ClC1=C2C=C(C=NC2=NC=C1)NC(=O)C=1C=NN(C1C(F)(F)F)C1=C2C=CNC(C2=CC=C1)=O